NC=1C=C(C=C(C(=O)N([C@@H]2CC[C@@H](CC2)C(C)(C)C)[C@@H]2CC[C@@H](CC2)C(C)(C)C)C1)C(=O)N 5-amino-N,N-bis(cis-4-(tert-butyl)cyclohexyl)isophthalamide